methyl (2R,4S,5R,6R)-6-((1R,2R)-3-amino-1,2-dihydroxypropyl)-2-((4-(but-3-yn-1-yloxy)benzyl)oxy)-4-hydroxy-5-(2-hydroxyacetamido)tetrahydro-2H-pyran-2-carboxylate NC[C@H]([C@@H](O)[C@H]1[C@@H]([C@H](C[C@@](O1)(C(=O)OC)OCC1=CC=C(C=C1)OCCC#C)O)NC(CO)=O)O